ClC=1C=CC(=C(C1)C1=NN(C=C1C(=O)OCC)C)OC ethyl 3-(5-chloro-2-methoxyphenyl)-1-methyl-1H-pyrazole-4-carboxylate